[Ti].FC=1C=C(C=CC1O)C(C)(C)C1=CC(=C(C=C1)O)F 2,2-BIS(3-fluoro-4-hydroxyphenyl)propane titanium